triethylene glycol bis-[3-(3-tertiary butyl-4-hydroxy-5-methylphenyl) propionate] C(C)(C)(C)C=1C=C(C=C(C1O)C)CCC(=O)OCCOCCOCCOC(CCC1=CC(=C(C(=C1)C)O)C(C)(C)C)=O